ClC=1C(=C(OCCC[C@H](COC)NC(OC(C)(C)C)=O)C=CC1Cl)C=O tert-butyl (R)-(5-(3,4-dichloro-2-formylphenoxy)-1-methoxypentan-2-yl)carbamate